O=C1NC(CC[C@@H]1N1CC=2C(N(C=CC2C1=O)C1CC2(C1)CCN(CC2)C(=O)OC(C)(C)C)=O)=O tert-butyl (S)-2-(2-(2,6-dioxopiperidin-3-yl)-1,4-dioxo-1,2,3,4-tetrahydro-5H-pyrrolo[3,4-c]pyridin-5-yl)-7-azaspiro[3.5]nonane-7-carboxylate